COC(C1CCN(CC1)C1=CC(=C(C=C1)[C@H]1N([C@@H](CC2=C1NC1=CC=CC=C21)C)CC(C)(C)F)OC)OC (1R,3R)-1-(4-(4-(dimethoxymethyl)piperidin-1-yl)-2-methoxyphenyl)-2-(2-fluoro-2-methylpropyl)-3-methyl-2,3,4,9-tetrahydro-1H-pyrido[3,4-b]indole